(+/-)-isopropyl (1S,3S)-3-((5-(5-(((cyclopentyl(methyl)carbamoyl)oxy)methyl)-1-methyl-1H-pyrazol-4-yl)-3-fluoropyrazin-2-yl)oxy)cyclohexane-1-carboxylate C1(CCCC1)N(C(=O)OCC1=C(C=NN1C)C=1N=C(C(=NC1)O[C@@H]1C[C@H](CCC1)C(=O)OC(C)C)F)C |r|